4-fluoro-2-nitro-benzonitrile FC1=CC(=C(C#N)C=C1)[N+](=O)[O-]